FC(C(=O)NC1=CC(=C(C=C1)F)N1N=C(C=2C1=NC=CC2)C2=CC=C(C=C2)C(F)(F)F)=C 2-fluoro-N-(4-fluoro-3-(3-(4-(trifluoromethyl)phenyl)-1H-pyrazolo[3,4-b]pyridin-1-yl)-phenyl)acrylamide